C(#N)C1=CC(=C(C=C1)COC1=CC=CC(=N1)N1CCN(CC1)CC=1N(C2=C(N1)C(=CC(=C2)C(=O)OC)C#CC(C)(C)O)C[C@H]2OCC2)F Methyl 2-[[4-[6-[(4-cyano-2-fluoro-phenyl)methoxy]-2-pyridyl]piperazin-1-yl]methyl]-7-(3-hydroxy-3-methyl-but-1-ynyl)-3-[[(2S)-oxetan-2-yl]methyl]benzimidazole-5-carboxylate